N-(2-((2r,5S)-5-(1,3-dioxoisoindolin-2-yl)-1,3-dioxan-2-yl)ethyl)-N3-methyl-1-((S)-1-phenylethyl)-1H-pyrazole-3,5-dicarboxamide O=C1N(C(C2=CC=CC=C12)=O)C1COC(OC1)CCN(C(=O)C1=NN(C(=C1)C(=O)N)[C@@H](C)C1=CC=CC=C1)C